7-bromo-3-butyl-8-methoxy-5-phenyl-2,3-dihydro-1,5-benzothiazepin-4(5H)-one BrC=1C(=CC2=C(N(C(C(CS2)CCCC)=O)C2=CC=CC=C2)C1)OC